ethyl alpha-(hydroxymethyl) acrylate CCOC(=O)C(=C)CO